N-(2-hydroxypropyl)-5-(piperazin-1-yl)picolinamide OC(CNC(C1=NC=C(C=C1)N1CCNCC1)=O)C